N-((R)-((R)-7-(1-methyl-1H-pyrazol-4-yl)-1,2,3,4-tetrahydropyrido[2,3-b]pyrazin-3-yl)(phenyl)methyl)-2-(6-(trifluoromethyl)pyridin-3-yl)ethanamine CN1N=CC(=C1)C1=CC2=C(N[C@H](CN2)[C@H](NCCC=2C=NC(=CC2)C(F)(F)F)C2=CC=CC=C2)N=C1